FC=1C=CC=C2C=C(C=NC12)C(O)C1=C(C=CC=C1)[N+](=O)[O-] (8-fluoro-3-quinolinyl)-(2-nitrophenyl)methanol